N-(2-(2-chloroethoxy)ethyl)-4-((3-(2,3-difluoro-4-methoxyphenyl)imidazo[1,2-a]pyrazin-8-yl)amino)-2-ethylbenzamide ClCCOCCNC(C1=C(C=C(C=C1)NC=1C=2N(C=CN1)C(=CN2)C2=C(C(=C(C=C2)OC)F)F)CC)=O